OC1=C(C=C(C(=C1)C)C)C(C)=O 2'-hydroxy-4',5'-dimethylacetophenone